N(=C=O)[SiH3] (isocyanato)silane